4-[3-[2,6-Dichloro-4-[[(2S)-1,4-dioxan-2-yl]methoxy]benzoyl]-2,4-dihydro-1,3-benzoxazin-8-yl]-5-fluoro-2-(3-oxa-8-azabicyclo[3.2.1]oct-8-yl)benzoic acid ClC1=C(C(=O)N2COC3=C(C2)C=CC=C3C3=CC(=C(C(=O)O)C=C3F)N3C2COCC3CC2)C(=CC(=C1)OC[C@H]1OCCOC1)Cl